[Si](C)(C)(C(C)(C)C)O[C@H]1C[C@@H](O[C@@H]1CO[Si](C)(C)C(C)(C)C)N1C(NC(C(=C1)F)=O)=O 1-((2R,4S,5R)-4-((tert-butyldimethylsilyl)oxy)-5-(((tert-butyldimethylsilyl)oxy)methyl)tetrahydrofuran-2-yl)-5-fluoropyrimidine-2,4(1H,3H)-dione